BrC=1C=C(C=CC1)C1=NC2=C(N=CC=C2C=C1)O 2-(3-bromophenyl)-1,7-naphthyridin-8-ol